NC1=NC=C(C=C1C1=C(C=C(C=C1)NC(=O)C=1C(N(C(N(C1)C(C)C)=O)C1=CC=C(C=C1)F)=O)F)C1=CC(=C(C=C1)OC)OC N-(4-(2-amino-5-(3,4-dimethoxyphenyl)pyridin-3-yl)-3-fluorophenyl)-3-(4-fluorophenyl)-1-isopropyl-2,4-dioxo-1,2,3,4-tetrahydropyrimidine-5-carboxamide